(E)-((4-azidobut-2-en-1-yl)oxy)benzene N(=[N+]=[N-])C/C=C/COC1=CC=CC=C1